C1(=C(C=CC=C1)C1=NC(=NC(=N1)C1=CC=C(C=C1)C1=CC=C(C=C1)C1=CC=CC=C1)C1=CC2=C(C=C1)C1=CC=CC=C1C21C=2C=CC=CC2C2=C1OC=C2)C2=CC=CC=C2 2-([1,1'-biphenyl]-2-yl)-4-([1,1':4',1''-terphenyl]-4-yl)-6-(spiro[fluorene-9,8'-indeno[2,1-b]furan]-2-yl)-1,3,5-triazine